1,5-diazepine N1C=CC=NC=C1